3-(trimethoxysilyl)propyl-dimethyl-dodecyl-ammonium chloride [Cl-].CO[Si](CCC[N+](CCCCCCCCCCCC)(C)C)(OC)OC